Cl(=O)(=O)(=O)[O-].C(C)[N+]1=C(C=CC=C1)C=CC=CC1=CC=C(C=C1)N(C)C 1-ethyl-2-[4-(p-dimethylaminophenyl)-1,3-butadienyl]-pyridinium perchlorate